ClC=1C(=CC=2N=CN=C(C2N1)C=1C(=NN(C1)C)C1=CC=C(C=C1)Cl)OC 4-{6-chloro-7-methoxypyrido[3,2-d]pyrimidin-4-yl}-3-(4-chlorophenyl)-1-methyl-1H-pyrazole